5-((diethoxyphosphoryl)methyl)pyrazolo[1,5-a]pyridine-2-carboxylic acid perfluorophenyl ester FC1=C(C(=C(C(=C1F)F)F)F)OC(=O)C1=NN2C(C=C(C=C2)CP(=O)(OCC)OCC)=C1